(R)-4-hydroxypentanoic acid methyl ester COC(CC[C@@H](C)O)=O